C(C)(=O)[O-].C(C)[NH+]1CCCCC1 N-Ethylpiperidinium acetat